FC(/C(/OC1O[C@@H]([C@H](C[C@H]1N=[N+]=[N-])OCC1=CC=CC=C1)[C@H](C)N(C(=O)OCC1=CC=CC=C1)CC1=CC=CC=C1)=N\C1=CC=CC=C1)(F)F (3R,5S,6R)-3-azido-6-((S)-1-(benzyl((benzyloxy)carbonyl)amino)ethyl)-5-(benzyloxy)tetrahydro-2H-pyran-2-yl (E)-2,2,2-trifluoro-N-phenylacetimidate